8-chloro-2-(5,5-dimethyl-2-oxa-5-silahex-1-yl)-5-(4,4,5,5-tetramethyl-1,3,2-dioxaborolan-2-yl)-1,2-dihydroisoquinolin-1-one ClC=1C=CC(=C2C=CN(C(C12)=O)COCC[Si](C)(C)C)B1OC(C(O1)(C)C)(C)C